5-(fluoromethyl)oxolane FCC1CCCO1